OCCC1CCN(CC1)C(=O)OCC1=CC=CC=C1 benzyl 4-(2-hydroxyethyl)piperidine-1-carboxylate